2-bromo-N-(5-methoxypyridin-2-yl)propanamide BrC(C(=O)NC1=NC=C(C=C1)OC)C